1-methyl-5-[(2R,4S)-4-[2,3-dimethyl-8-[3-(trifluoromethyl)-1-bicyclo[1.1.1]pentanyl]pyrido[2,3-b]pyrazin-6-yl]tetrahydropyran-2-yl]pyridin-2-one CN1C(C=CC(=C1)[C@@H]1OCC[C@@H](C1)C=1C=C(C=2C(=NC(=C(N2)C)C)N1)C12CC(C1)(C2)C(F)(F)F)=O